C1=CC(=C(C2=CC=CC(=C12)C(=O)O)C(=O)O)C(=O)O 3,4,8-naphthalenetricarboxylic acid